benzylhexahydro-1H-cyclopenta[c]furan-5-amine C(C1=CC=CC=C1)C1OCC2C1CC(C2)N